C(#N)C1=CC(=C(C=C1F)NS(=O)(=O)C1=CNC2=C3C(=CC=C12)C=CC=C3)F N-(4-cyano-2,5-difluorophenyl)-1H-benzo[g]indole-3-sulfonamide